(1R,2R)-2-fluorocyclopropyl-formamide F[C@H]1[C@@H](C1)NC=O